ClC1=NC2=CC(=CC=C2C(=N1)N1[C@@H](CCC1)CO)C1=CC(=CC=C1)F (S)-(1-(2-chloro-7-(3-fluorophenyl)quinazolin-4-yl)pyrrolidin-2-yl)methanol